2-((2-((4-(4-(((2-(2,6-dioxopiperidin-3-yl)-7-fluoro-1-oxoisoindolin-5-yl)methyl)amino)piperidin-1-yl)-2-methoxyphenyl)amino)-5-(trifluoromethyl)pyridin-4-yl)amino)-N-methylbenzamide O=C1NC(CCC1N1C(C2=C(C=C(C=C2C1)CNC1CCN(CC1)C1=CC(=C(C=C1)NC1=NC=C(C(=C1)NC1=C(C(=O)NC)C=CC=C1)C(F)(F)F)OC)F)=O)=O